(R)-3-(6-(2-Benzyl-4-(cyclopropylsulfonyl)piperazin-1-yl)-1-methyl-1H-pyrazolo[3,4-d]pyrimidin-3-yl)-2,6-difluoro-5-(trifluoromethyl)phenol C(C1=CC=CC=C1)[C@H]1N(CCN(C1)S(=O)(=O)C1CC1)C1=NC=C2C(=N1)N(N=C2C=2C(=C(C(=C(C2)C(F)(F)F)F)O)F)C